C(C)(C)C(CCC(CCOC)C)SC(CC=O)CCCCCCCC 3-(1-Isopropyl-6-methoxy-4-methylhexyl)sulfanylundecanal